methyl-3,4-dihydroxybenzoate COC(C1=CC(=C(C=C1)O)O)=O